FC1=C2C(=C(C=3N=C(NC31)[C@@H]3CNCC3)F)CCC2 4,8-difluoro-2-[(3S)-pyrrolidin-3-yl]-3,5,6,7-tetrahydrocyclopenta[f]benzimidazol